C1(=CC=CC=C1)S R-thiophenol